ClC=1C(=NC(=CC1)C1=CC2=C(OC(O2)(F)F)C=C1F)C(=O)OC Methyl 3-chloro-6-(2,2,6-trifluorobenzo[d][1,3]dioxol-5-yl)picolinate